(4-methoxy)phenylthioether COC1=CC=C(C=C1)SC1=CC=C(C=C1)OC